COC1=NSC2=C1C=CC=C2 3-methoxy-1,2-benzisothiazolin